2-(2,4-dimethoxyphenyl)-4-[[4-(2-pyridinyl)-1-piperazinyl]carbonyl]-1(2H)-phthalazinone COC1=C(C=CC(=C1)OC)N1C(C2=CC=CC=C2C(=N1)C(=O)N1CCN(CC1)C1=NC=CC=C1)=O